14,14-dimethyl-11-oxo-3,6,9-trioxa-12-azapentadecan-1-oic acid CC(CNC(COCCOCCOCC(=O)O)=O)(C)C